6-Bromo-3-methyl-1,3-benzothiazol-2-one BrC1=CC2=C(N(C(S2)=O)C)C=C1